FC1(C2(CC1(C2)N2N=C1N(C2=O)[C@@H](CC1)C1=CC=CC=C1)C(=O)N)F (S)-2,2-difluoro-3-(3-oxo-5-phenyl-6,7-dihydro-3H-pyrrolo[2,1-c][1,2,4]triazol-2(5H)-yl)bicyclo[1.1.1]pentane-1-carboxamide